cis-1-(cyclobutylmethyl)-8-(dimethylamino)-8-phenyl-3-[2-(trifluoromethyl)pyrimidin-5-yl]-1,3-diazaspiro[4.5]decan-2-one C1(CCC1)CN1C(N(CC12CCC(CC2)(C2=CC=CC=C2)N(C)C)C=2C=NC(=NC2)C(F)(F)F)=O